(S)-quinuclidin-3-yl (6-fluoro-5-(2-fluoro-4-methoxyphenyl)-2,2-dimethyl-2,3-dihydro-1H-inden-1-yl)carbamate FC1=C(C=C2CC(C(C2=C1)NC(O[C@@H]1CN2CCC1CC2)=O)(C)C)C2=C(C=C(C=C2)OC)F